FC1=C(C=CC=C1)C=1N(C=C(C1)C=O)S(=O)(=O)C=1C=C(OCCCNC(OC(C)(C)C)=O)C=CC1 tert-butyl (3-(3-((2-(2-fluorophenyl)-4-formyl-1H-pyrrol-1-yl)sulfonyl)phenoxy)propyl)carbamate